1,3,5,7-tetramethyl-1,3,5,7-tetravinylcyclotetrasilazane C[Si]1(N[Si](N[Si](N[Si](N1)(C)C=C)(C)C=C)(C)C=C)C=C